2-(4-Cyano-2-methylphenyl)acetic acid methyl ester COC(CC1=C(C=C(C=C1)C#N)C)=O